Cl.Cl.C(C)(C)C1=CC=C(C=N1)C=1N=C2N(C=CC=C2)C1CN1C2CNC(C1)CC2 2-{[2-(6-Isopropylpyridin-3-yl)imidazo[1,2-a]pyridin-3-yl]methyl}-2,5-diazabicyclo[2.2.2]octan-Dihydrochlorid